BrC1=CC=C(C=C1)[C@H](CC(=O)OC)NC(=O)OC(C)(C)C (S)-methyl 3-(4-bromophenyl)-3-((tert-butoxycarbonyl)amino)propanoate